FC(OC=1C=C(C=CC1)[C@H]1CC2(CN(C2)C(=O)OC(C)(C)C)CC1)(F)F |r| (rac)-tert-Butyl 6-(3-(trifluoromethoxy)phenyl)-2-azaspiro[3.4]octane-2-carboxylate